(S)-N-(3,5-dichloro-4-(2,6-dioxopiperidin-3-yl)benzyl)-2-methyl-2-(5-methyl-1,3,4-oxadiazol-2-yl)propanamide ClC=1C=C(CNC(C(C)(C=2OC(=NN2)C)C)=O)C=C(C1[C@H]1C(NC(CC1)=O)=O)Cl